BrC1=CC=CC(=N1)C(=O)NCCC=C 6-bromo-N-(3-buten-1-yl)pyridinecarboxamide